selenophosphonate P([O-])([O-])=[Se]